4-[[3-(2,3-difluoro-4-methoxy-phenyl)imidazo[1,2-a]pyrazin-8-yl]amino]-2-ethyl-N-(4-piperidyl)benzamide FC1=C(C=CC(=C1F)OC)C1=CN=C2N1C=CN=C2NC2=CC(=C(C(=O)NC1CCNCC1)C=C2)CC